2-(5-fluoropyridin-3-yl)[1,2,4]triazolo[1,5-c]quinazolin FC=1C=C(C=NC1)C1=NN2C=NC=3C=CC=CC3C2=N1